2-acetyl-9-fluorenone C(C)(=O)C1=CC=2C(C3=CC=CC=C3C2C=C1)=O